3,3,3-trifluoro-propan-1-ol FC(CCO)(F)F